1-(4-{[1-(2-fluoroethyl)-2-{3-[(4-methanesulfonyl-2-methoxyphenyl)amino]prop-1-yn-1-yl}-1H-indol-4-yl]amino}piperidin-1-yl)-3-methoxypropan-2-ol FCCN1C(=CC2=C(C=CC=C12)NC1CCN(CC1)CC(COC)O)C#CCNC1=C(C=C(C=C1)S(=O)(=O)C)OC